[[4-({[(E)-4-hydroxy-1-adamantyl]methyl}amino)-3-nitrophenyl]sulfonyl]-2-(1H-pyrrolo[2,3-b]pyridin-5-yloxy)benzamide OC1C2CC3(CC(CC1C3)C2)CNC2=C(C=C(C=C2)S(=O)(=O)C=2C(=C(C(=O)N)C=CC2)OC=2C=C3C(=NC2)NC=C3)[N+](=O)[O-]